1-decyl-1-butylpyrrolidinium chloride [Cl-].C(CCCCCCCCC)[N+]1(CCCC1)CCCC